C(C)C1(C(N[C@H](C1)CCN1[C@H](CN(CC1)C1=CC=C(C=C1)F)C)=O)CC (R)-3,3-diethyl-5-(2-((S)-4-(4-fluorophenyl)-2-methylpiperazin-1-yl)ethyl)pyrrolidin-2-one